N[C@H]1CC[C@H]2CCN([C@H]2C1)C1=CC2=C(C[C@H](CO2)NC(=O)C2=C(C=3C(=NC(=CC3)C)S2)N)C=C1 N-[(3R)-7-[(3aS,6S,7aS)-6-amino-octahydro-1H-indol-1-yl]-3,4-dihydro-2H-1-benzopyran-3-yl]-3-amino-6-methylthieno[2,3-b]pyridine-2-carboxamide